N-(4-(5-methyl-6-(8-methyl-[1,2,4]triazolo[1,5-a]pyridin-6-yl)-1H-indazol-3-yl)cyclohexyl)oxetan-3-amine CC=1C=C2C(=NNC2=CC1C=1C=C(C=2N(C1)N=CN2)C)C2CCC(CC2)NC2COC2